C/C(=C/C=O)/CC\C=C(/CC\C=C(\CCC=C(C)C)/C)\C (2Z,6Z,10E)-3,7,11,15-Tetramethyl-2,6,10,14-hexadecatetraenal